C(C1=CC=CC=C1)C1=NC=C(C=N1)N1CCN(CC1)C=1C=NN2C1C=CC(=C2)C=2C=NN(C2)C 3-[4-(2-benzyl-pyrimidin-5-yl)piperazin-1-yl]-6-(1-methyl-1H-pyrazol-4-yl)pyrazolo[1,5-a]pyridine